[S].C1=CC=CC=2SC3=C(C21)C=CC=C3 dibenzothiophene sulfur salt